1-Allyl-3-ethyl-5-methylcyclohexan-1-ol C(C=C)C1(CC(CC(C1)C)CC)O